3-(pyridin-4-yl)-N-(1-(trifluoromethyl)cyclopropyl)-2,6-naphthyridin-1-amine N1=CC=C(C=C1)C=1N=C(C2=CC=NC=C2C1)NC1(CC1)C(F)(F)F